4-Hydroxy-1-(4-methoxyphenyl)butan-1-one OCCCC(=O)C1=CC=C(C=C1)OC